2-(7-((3-fluoro-1-methylpiperidin-4-yl)amino)-2-iodobenzo[b]Thiophen-3-yl)acrylonitrile FC1CN(CCC1NC1=CC=CC2=C1SC(=C2C(C#N)=C)I)C